(Z)-N-((E)-1-aminoethylidene)-3-(4-chlorophenyl)-N'-(naphthalen-2-ylsulfonyl)-4-phenyl-5,6-dihydropyridazine-1(4H)-carboximidamide N\C(\C)=N\C(=N\S(=O)(=O)C1=CC2=CC=CC=C2C=C1)\N1N=C(C(CC1)C1=CC=CC=C1)C1=CC=C(C=C1)Cl